C(C)OC(=O)C1=CC2=NC(=CC=C2N1)Br 5-bromo-1H-pyrrolo[3,2-b]pyridine-2-carboxylic acid ethyl ester